C=1CCCCC1 6-cyclohex-ene